tris(p-hydroxyphenyl)-phosphine OC1=CC=C(C=C1)P(C1=CC=C(C=C1)O)C1=CC=C(C=C1)O